6-(1H-imidazol-1-yl)-N-(4-iodophenyl)picolinamide N1(C=NC=C1)C1=CC=CC(=N1)C(=O)NC1=CC=C(C=C1)I